ClC1=CC=C(C(=N1)C1=NC2=C(C=NC(=C2)C(F)(F)F)N1C)S(=O)(=O)CC 2-(6-chloro-3-ethylsulfonyl-2-pyridyl)-3-methyl-6-(trifluoromethyl)imidazo[4,5-c]pyridine